2-methyl-1,3-butanedione chromium (III) [Cr+3].CC(C=O)C(C)=O